CC1=C(C=2N(C=C1C=1NC3=CC=C(C=C3C1C(C)C)C1CCN(CC1)C(=O)OC1CN(CC1)C(C)C)N=CN2)C 1-isopropylpyrrolidin-3-yl 4-(2-(7,8-dimethyl-[1,2,4]triazolo[1,5-a]pyridin-6-yl)-3-isopropyl-1H-indol-5-yl)piperidine-1-carboxylate